1'-((3-Ethyl-2-oxo-2,3-dihydro-1H-pyrido[2,3-b][1,4]oxazin-7-yl)methyl)-2-fluoro-N-methyl-1',2',3',6'-tetrahydro-[3,4'-bipyridine]-6-carboxamide C(C)C1C(NC2=C(O1)N=CC(=C2)CN2CCC(=CC2)C=2C(=NC(=CC2)C(=O)NC)F)=O